hydrochloric acid iron chloride [Fe](Cl)Cl.Cl